FC1=C(C=CC=C1)C1=C(C=C(C=C1)C1=NNC(OC1)=O)C(F)(F)F 5-[2'-Fluoro-2-(trifluoromethyl)[1,1'-biphenyl]-4-yl]-3,6-dihydro-2H-1,3,4-oxadiazin-2-on